C1(=CC=CC=C1)C(C)SCCC(=O)OC(C)C1=CC=CC=C1 1-phenylethyl 3-((1-phenylethyl)thio)propanoate